C(C)(C)(C)OC(=O)N[C@@H](CC1=CNC=N1)C(=O)OCCCN(CC(CCCCCCCCCC)O[Si](C)(C)C(C)(C)C)CC(CCCCCCCCCC)O[Si](C)(C)C(C)(C)C 3-(bis(2-((tert-butyldimethylsilyl)oxy) dodecyl)amino)propyl (tert-butoxycarbonyl)-L-histidinate